CC1=C(CC2C(CCCCC2)=O)C=CC=C1 2-(E)-(2-methylbenzyl)-1-cycloheptanone